6-thio-2'-deoxyguanosine 5'-triphosphate P(O)(=O)(OP(=O)(O)OP(=O)(O)O)OC[C@@H]1[C@H](C[C@@H](O1)N1C=NC=2C(=S)NC(N)=NC12)O